(S)-N-((S)-3-oxo-1-((S)-2-oxopyrrolidin-3-yl)-4-(trifluoromethoxy)butan-2-yl)-5-(3-((N-phenyl-sulfamoyl)amino)propanoyl)-5-azaspiro[2.4]heptane-6-carboxamide O=C([C@H](C[C@H]1C(NCC1)=O)NC(=O)[C@H]1N(CC2(CC2)C1)C(CCNS(NC1=CC=CC=C1)(=O)=O)=O)COC(F)(F)F